ClC=1C=NC(=NC1)CN1C(=NC(=C1)C(F)(F)F)CCCCl 5-chloro-2-[[2-(3-chloropropyl)-4-(trifluoromethyl)imidazol-1-yl]methyl]pyrimidine